ClC=1C=C(CN2C(=CC3=C(C=CC=C23)N2CCN(CC2)C(=O)O)C(F)(F)F)C=CC1 4-[1-(3-chlorobenzyl)-2-(trifluoromethyl)-1H-indol-4-yl]Piperazine-1-carboxylic acid